COC(=O)C1CCN(CC1)C1=NC(=CN=C1C1=CC=C(C=C1)OC)CCCC.O[C@H]1CN(CCC1)C1=NC=C(C=N1)C(=O)N 2-((R)-3-hydroxypiperidin-1-yl)pyrimidine-5-carboxamide methyl-1-(6-butyl-3-(4-methoxyphenyl)pyrazin-2-yl)piperidine-4-carboxylate